FC=1C(=NC(=CC1)N)C=1C=NC(=CC1)C(F)(F)F 3-fluoro-6'-(trifluoromethyl)-[2,3'-bipyridin]-6-amine